7-cyclopropyl-1-(4-(difluoromethoxy)phenyl)-3-(2'-methyl-spiro[cyclopentane-1,3'-indol]-5'-yl)-2(1H)-quinoxalinone C1(CC1)C1=CC=C2N=C(C(N(C2=C1)C1=CC=C(C=C1)OC(F)F)=O)C=1C=C2C3(C(=NC2=CC1)C)CCCC3